NCCCN(CCCCN)C N1-(3-aminopropyl)-N1-methylbutane-1,4-diamine